3-chloro-6-(N-((2S)-3-(6-fluoro-2,3-dimethylphenyl)-1-methoxy-1-oxobutan-2-yl) sulfamoyl)-2-methylphenyl benzoate C(C1=CC=CC=C1)(=O)OC1=C(C(=CC=C1S(N[C@H](C(=O)OC)C(C)C1=C(C(=CC=C1F)C)C)(=O)=O)Cl)C